Cl.FC1([C@@H](CNC1)NS(=O)(=O)C)F N-[(3R)-4,4-difluoropyrrolidin-3-yl]methanesulfonamide hydrochloride